(1r,5s,6r)-6-(5-methyl-4-phenyl-1,2-oxazol-3-yl)-3-azabicyclo[3.1.0]hexane-3-carboxylic acid tert-butyl ester C(C)(C)(C)OC(=O)N1C[C@H]2C([C@H]2C1)C1=NOC(=C1C1=CC=CC=C1)C